CC1=NC(=CC=C1NC1CN(C1)C(=O)OC(C)(C)C)C(NC)=O tert-butyl 3-((2-methyl-6-(methylcarbamoyl)pyridin-3-yl)amino)azetidine-1-carboxylate